O=C1N=CNC2=CC=C(C=C12)S(=O)(=O)O 4-oxo-1H-quinazoline-6-sulfonic acid